2,3-bis(trifluoromethyl)pyridine FC(C1=NC=CC=C1C(F)(F)F)(F)F